CNC=1C=C2CCNCC2=CC1OC1CC1 N-methyl-7-cyclopropoxy-1,2,3,4-tetrahydroisoquinoline-6-amine